C(C1=CC=CC=C1)OC(=O)N1CCN(C2=CC=CC(=C12)C)C1=CC2=C(N=C(N=C2)NCC2=C(C=C(C=C2)OC)OC)N(C1=O)C1=CC=C(C=C1)CN1CCOCC1 4-[2-[(2,4-dimethoxyphenyl)methylamino]-8-[4-(morpholinomethyl)phenyl]-7-oxo-pyrido[2,3-d]pyrimidin-6-yl]-8-methyl-2,3-dihydroquinoxaline-1-carboxylic acid benzyl ester